3-{1-Oxo-4-[4-(4-p-tolyl-piperidin-1-ylmethyl)-benzyloxy]-1,3-dihydro-isoindol-2-yl}-piperidine-2,6-dione O=C1N(CC2=C(C=CC=C12)OCC1=CC=C(C=C1)CN1CCC(CC1)C1=CC=C(C=C1)C)C1C(NC(CC1)=O)=O